The molecule is a member of the class of 7-hydroxyisoflavones that is 2',2'-dimethyl-2'H,4H-3,6'-bichromen-4-one substituted by hydroxy groups at positions 5, 7 and 8'. It has been isolated from Glycyrrhiza uralensis. It has a role as a plant metabolite and an EC 1.1.1.21 (aldehyde reductase) inhibitor. CC1(C=CC2=C(O1)C(=CC(=C2)C3=COC4=CC(=CC(=C4C3=O)O)O)O)C